N-(1-((4-(6-(2,6-dimethylmorpholino)pyridin-2-yl)thiazol-2-yl)amino)-3-methoxy-1-oxopropan-2-yl)-1-(methylsulfonyl)-1H-pyrrole-3-carboxamide CC1OC(CN(C1)C1=CC=CC(=N1)C=1N=C(SC1)NC(C(COC)NC(=O)C1=CN(C=C1)S(=O)(=O)C)=O)C